COC(=O)C(CCC)CCCC Octane-4-carboxylic acid methyl ester